OC(=CC1=NC=2C(=C(C=CC2C=2N1CCN2)OCC(=O)N(C)C)OC)C=2C=NC=CC2 2-({5-[2-hydroxy-2-pyridin-3-ylvinyl]-7-methoxy-2,3-dihydroimidazo[1,2-c]quinazolin-8-yl}oxy)-N,N-dimethylacetamide